NC=1C(=CC(=C(C1)CCCCCO)N1CCC(CC1)C(OC)OC)OC 5-(5-amino-2-(4-(dimethoxymethyl)piperidin-1-yl)-4-methoxyphenyl)pentan-1-ol